2-(2H-pyrazol-3-yl)naphthalene-1-carbonitrile N=1NC(=CC1)C1=C(C2=CC=CC=C2C=C1)C#N